C1(CCCCC1)[C@@H](CN1N=NC(=C1)CN)NC([C@H](CC=1SC2=C(N1)C=CC(=C2)C(C)C)NC(CC)=O)=O N1-((S)-2-cyclohexyl-2-((S)-3-(6-isopropylbenzo[d]thiazol-2-yl)-2-propionamidopropanamido)ethyl)-1,2,3-triazol-4-ylmethylamine